FC1=CC=C(C=C1)N(C(OC1=C(C=C(C=C1C(F)(F)F)Cl)I)=O)C 4-chloro-2-iodo-6-(trifluoromethyl)phenyl (4-fluorophenyl)(methyl)carbamate